Pyridin-2-ylmethylamine dihydrochloride Cl.Cl.N1=C(C=CC=C1)CN